C(CCC)C1=NC(=C(C(N1C1=C(C=CC=C1OC)OC)=O)CC1=CC=C(C=C1)C=1C=NC(=CC1)C)O 2-butyl-3-(2,6-dimethoxyphenyl)-6-hydroxy-5-{[4-(6-methylpyridin-3-yl)phenyl]methyl}-3,4-dihydropyrimidin-4-one